3-Cyclopentyl-1-((3,3-difluoro-1-methylcyclobutyl)methyl)-N-(2-(S-methylsulfonimidoyl)pyridin-4-yl)-4-(trifluoromethyl)-1H-pyrazole-5-carboxamide C1(CCCC1)C1=NN(C(=C1C(F)(F)F)C(=O)NC1=CC(=NC=C1)S(=O)(=N)C)CC1(CC(C1)(F)F)C